di(4-chlorobenzoyl) peroxide ClC1=CC=C(C(=O)OOC(C2=CC=C(C=C2)Cl)=O)C=C1